C(C)(C)(C)OC(=O)N1[C@@H](CN(CC1)C=1C2=C(N=CN1)N(C=C2C(=O)OC(C)(C)C)C2=NC=CC(=C2)Cl)C tert-butyl (R)-4-(4-(tert-butoxycarbonyl)-3-methylpiperazin-1-yl)-7-(4-chloropyridin-2-yl)-7H-pyrrolo[2,3-d]pyrimidine-5-carboxylate